O(CC)C(CO)(OCC)OCC 2,2,2-Triethoxyl-Ethanol